ethyl-N-chloroacetylglycine nitrophthalate [N+](=O)([O-])C1=C(C(C(=O)O)=CC=C1)C(=O)O.C(C)N(CC(=O)O)C(CCl)=O